1-(1-acetyl-4-methylpiperidine-3-carbonyl)-4-fluoro-N-{phenyl[4-(propan-2-yl)phenyl]methyl}pyrrolidine-2-carboxamide C(C)(=O)N1CC(C(CC1)C)C(=O)N1C(CC(C1)F)C(=O)NC(C1=CC=C(C=C1)C(C)C)C1=CC=CC=C1